FC[C@H]1NC(OC1)=O (S)-4-(fluoromethyl)-oxazolidin-2-one